C(CCCCCCCCC(=O)OC(CCCCCC)CCCCCC)(C(=O)OCC1=CC=CC=C1)C(=O)OCC1=CC=CC=C1 1,1-dibenzyl 9-(tridecan-7-yl) nonane-1,1,9-tricarboxylate